fluorodiacetyl-phenol FC1=C(C(=C(C=C1)O)C(C)=O)C(C)=O